calcium-lithium-magnesium-copper-zinc [Zn].[Cu].[Mg].[Li].[Ca]